(R)-4-(3-hydroxypyrrolidin-1-yl)-N-methyl-3-(6-methyl-1H-pyrrolo[3,2-b]pyridin-2-yl)-N-(2-morpholino-2-oxoethyl)benzenesulfonamide O[C@H]1CN(CC1)C1=C(C=C(C=C1)S(=O)(=O)N(CC(=O)N1CCOCC1)C)C1=CC2=NC=C(C=C2N1)C